C(CCCCCCCCC)CN(CCCS(=O)(=O)O)C 3-(decyldimethylamino)-propanesulfonic acid